FC1=C(C=2C=NC(=NC2C=C1C1=C(C2=C(OCCN2)N=C1)C)NC1=CC=C(C=C1)[C@@H](C)S(=O)(=O)C)N |o1:29| (R or S)-6-fluoro-7-(8-methyl-2,3-dihydro-1H-pyrido[2,3-b][1,4]oxazin-7-yl)-N~2~-{4-[1-(methylsulfonyl)ethyl]phenyl}quinazoline-2,5-diamine